COC1=NC=CC(=N1)NC(C)=O N-(2-methoxy-pyrimidin-4-yl)-acetamide